trans-3-fluoro-N-methyl-5-[[4-[(3S)-3-pyrazin-2-ylisoxazolidine-2-carbonyl]cyclohexyl]methyl]benzamide FC=1C=C(C(=O)NC)C=C(C1)C[C@@H]1CC[C@H](CC1)C(=O)N1OCC[C@H]1C1=NC=CN=C1